S(=O)(=O)(OCCCCCCCCCCCC)[O-].[Na+] sodium 1-dodecyl sulfate